tert-butyl((5-iodo-2,2-dimethyl-pentyl)oxy)dimethylsilane C(C)(C)(C)[Si](C)(C)OCC(CCCI)(C)C